C(C)(C)(C)OC(C=CC1=C(N=C(S1)N1N=C(C(=C1C(=O)OC)I)C)C1=CC=C(C=C1)C(F)(F)F)=O Methyl 1-(5-(3-(tert-butoxy)-3-oxoprop-1-en-1-yl)-4-(4-(trifluoromethyl) phenyl) thiazol-2-yl)-4-iodo-3-methyl-1H-pyrazole-5-carboxylate